CC1=C2C=CN=C(C2=CC=C1)C(C)(C)NC(C[C@H]1N(CCC1)C)=O (S)-N-(2-(5-methylisoquinolin-1-yl)propan-2-yl)-2-(1-methyl-pyrrolidin-2-yl)acetamide